C(C)C(CC(O)CC)O 1,3-diethyl-1,3-propanediol